C(C)N1C(=NN(C1=O)C=1C=C2C(=CN(C(C2=CC1)=O)C1=C(C=CC=C1)C)C(=C)C)CO 6-(4-ethyl-3-(hydroxymethyl)-5-oxo-4,5-dihydro-1H-1,2,4-triazol-1-yl)-4-(prop-1-en-2-yl)-2-(o-tolyl)isoquinolin-1(2H)-one